ClC=1C=C(C=2C=CC=3N(C2N1)C=C(N3)C(=O)OCC)C(C(F)(F)F)(F)F ethyl 2-chloro-4-(perfluoroethyl)imidazo[1,2-a][1,8]naphthyridine-8-carboxylate